3-amino-N-(4-(tert-butyl)phenyl)cyclobutane-1-carboxamide NC1CC(C1)C(=O)NC1=CC=C(C=C1)C(C)(C)C